tert-Butyl 4-[1-[4-[[5-bromo-4-[4-methoxy-2-[methyl(methylsulfonyl)amino]anilino]pyrimidin-2-yl] Amino]-2-ethyl-5-methoxy-phenyl]-4-piperidyl]piperazine-1-carboxylate BrC=1C(=NC(=NC1)NC1=CC(=C(C=C1OC)N1CCC(CC1)N1CCN(CC1)C(=O)OC(C)(C)C)CC)NC1=C(C=C(C=C1)OC)N(S(=O)(=O)C)C